Diazacyclohexadecane-12-carboxylic acid N1NCCCCCCCCCC(CCCC1)C(=O)O